C(C(=O)O)N.C(C(CO)(CO)N)O TriS-glycine